tert-Butyl 2-(2-(2-(2-((methylsulfonyl)oxy)ethoxy)ethoxy)ethoxy)acetate CS(=O)(=O)OCCOCCOCCOCC(=O)OC(C)(C)C